2-(4-acetyl-2,6-dimethylphenyl)-6-{(1RS,2SR)-2-fluorocyclopropyl}-2,5-dihydro-4H-pyrazolo[3,4-d]pyrimidin-4-one C(C)(=O)C1=CC(=C(C(=C1)C)N1N=C2N=C(NC(C2=C1)=O)[C@@H]1[C@H](C1)F)C |r|